3-fluoro-N-[4-fluoro-5-(2-morpholin-4-ylpyrimidin-5-yl)-2-[rac-(3R,5S)-3,4,5-trimethylpiperazin-1-yl]phenyl]-5-(trifluoromethyl)benzamide FC=1C=C(C(=O)NC2=C(C=C(C(=C2)C=2C=NC(=NC2)N2CCOCC2)F)N2C[C@H](N([C@H](C2)C)C)C)C=C(C1)C(F)(F)F |r|